2-[[1-[4-[(5-cyclopentyl-1H-pyrazol-3-yl)amino]pyrimidin-2-yl]-5,5-difluoro-3-piperidinyl]methyl]isoindoline-1,3-dione C1(CCCC1)C1=CC(=NN1)NC1=NC(=NC=C1)N1CC(CC(C1)(F)F)CN1C(C2=CC=CC=C2C1=O)=O